(R)-(2-methoxy-5-methylphenyl)(1-(phenylsulfonyl)-1H-indole-2-yl)methaneamine COC1=C(C=C(C=C1)C)[C@@H](N)C=1N(C2=CC=CC=C2C1)S(=O)(=O)C1=CC=CC=C1